Cl.BrC1=CC2=CN(N=C2C=C1OC)C1C(CNCC1)F 5-Bromo-2-(3-fluoropiperidin-4-yl)-6-methoxy-2H-indazole hydrochloride